C(C1=CC=CC=C1)[C@@H]1N(CCC1(F)F)C(=O)OC(C)(C)C tert-Butyl (S)-2-benzyl-3,3-difluoropyrrolidine-1-carboxylate